C1N(CCC2=CC=CC=C12)C[C@H](CN1C(C2=CC=C(C=C2CC1)OCCN1CCOCC1)=O)O 2-[(2R)-3-(3,4-Dihydro-1H-isochinolin-2-yl)-2-hydroxy-propyl]-6-(2-morpholinoethoxy)-3,4-dihydroisochinolin-1-on